2-amino-N-(2-methyl-6-chlorophenyl)thiazole-5-carboxamide NC=1SC(=CN1)C(=O)NC1=C(C=CC=C1Cl)C